(R)-methyl 4-acryloyl-1-(6-chloro-1-(2,6-diethylphenyl)-7-(2-fluorophenyl)-2-oxo-1,2-dihydropyrido[2,3-d]pyrimidin-4-yl)piperazine-2-carboxylate C(C=C)(=O)N1C[C@@H](N(CC1)C=1C2=C(N(C(N1)=O)C1=C(C=CC=C1CC)CC)N=C(C(=C2)Cl)C2=C(C=CC=C2)F)C(=O)OC